tert-butyl-3-((E)-2-((6S,10R,13S)-6-(hydroxymethyl)-10,13-dimethyl-7,17-dioxododecahydro-1H-cyclopenta[a]phenanthren-3(2H,4H,10H)-ylidene)ethyl)azetidine-1-carboxylate C(C)(C)(C)OC(=O)N1CC(C1)C/C=C/1\CC[C@@]2(C3CC[C@@]4(C(CCC4C3C([C@@H](C2C1)CO)=O)=O)C)C